ClC=1C=C2CCC(NC2=CC1)C1=CC=CC=C1 6-chloro-2-phenyl-1,2,3,4-tetrahydroquinoline